ethyl (1S,2R,7a'S)-2-fluoro-5'-oxodihydro-1'H,3'H-spiro[cyclopropane-1,2'-pyrrolizine]-7a'(5'H)-carboxylate F[C@@H]1C[C@]12C[C@@]1(CCC(N1C2)=O)C(=O)OCC